2-(6-(dimethylamino)quinoline-2-yl)-3-hydroxy-4H-chromone CN(C=1C=C2C=CC(=NC2=CC1)C=1OC2=CC=CC=C2C(C1O)=O)C